ClC=1C(=C(C=CC1)NC(=O)C1=CC(=CC=2NC(=NC21)N[C@H](CO)C(C)C)NC(=O)C2=C(C=CC=C2)C(F)(F)F)C N-(3-chloro-2-methylphenyl)-2-{[(2S)-1-hydroxy-3-methylbutan-2-yl]amino}-6-({[2-(trifluoromethyl)phenyl]carbonyl}amino)-1H-benzimidazole-4-carboxamide